ClC1=CC=C2C(NC(=NC2=C1)CNC=O)=O N-((7-chloro-4-oxo-3,4-dihydroquinazolin-2-yl)methyl)carboxamide